Aza-homoserine NN(CCO)C(=O)O